((1R,2S,5R)-2-Isopropyl-5-methyl-cyclohexanecarbonyl-amino)-acetic acid isopropyl ester C(C)(C)OC(CNC(=O)[C@H]1[C@@H](CC[C@H](C1)C)C(C)C)=O